methyl (E)-4-amino-5-(2-ethoxyvinyl)-2-fluoro-3-nitrobenzoate NC1=C(C(=C(C(=O)OC)C=C1\C=C\OCC)F)[N+](=O)[O-]